CCCCCCCCCCCCCCCCCCCCCC(=O)O[C@H](COC(=O)CCCCC/C=C\C/C=C\C/C=C\C/C=C\CCCCC)COP(=O)(O)OC[C@H](CO)O 1-(7Z,10Z,13Z,16Z-docosatetraenoyl)-2-docosanoyl-glycero-3-phospho-(1'-sn-glycerol)